disilazanene [SiH2]=N[SiH3]